5-(2-iodo-6-nitrophenyl)-2-oxo-4-phenyl-2H-pyran-6-carboxylic acid tert-butyl ester C(C)(C)(C)OC(=O)C1=C(C(=CC(O1)=O)C1=CC=CC=C1)C1=C(C=CC=C1[N+](=O)[O-])I